CC=1C(OC(C1C)=O)OC=C(C(=O)[O-])N1C(SC2=C1C=CC=C2)=O (3,4-dimethyl-(5-oxo-2H-furan-2-yl)oxy)-2-(2-oxo-1,3-benzothiazol-3-yl)prop-2-enoate